6-[bis(t-butoxycarbonyl)amino]-2,4-difluoro-indane-2-carboxylic acid ethyl ester C(C)OC(=O)C1(CC2=CC(=CC(=C2C1)F)N(C(=O)OC(C)(C)C)C(=O)OC(C)(C)C)F